butyl ((4'-((2-(2-hydroxypropan-2-yl)-1H-imidazol-1-yl)methyl)-5-isobutyl-[1,1'-biphenyl]-2-yl)sulfonyl)carbamate OC(C)(C)C=1N(C=CN1)CC1=CC=C(C=C1)C1=C(C=CC(=C1)CC(C)C)S(=O)(=O)NC(OCCCC)=O